ethyl (S)-3-amino-3-(2'-cyclopropyl-4-fluoro-4',5,6'-trimethyl-[1,1'-biphenyl]-3-yl)propanoate N[C@@H](CC(=O)OCC)C=1C=C(C=C(C1F)C)C1=C(C=C(C=C1C)C)C1CC1